COC1=C(CN2CCP(CC2)(C=2C=NC(=CC2)NC2=CC(=C3C(=N2)NC=C3C(F)(F)F)NCC)=O)C=CC(=C1)OC 1-(2,4-dimethoxy-benzyl)-4-(6-((4-(ethylamino)-3-(trifluoromethyl)-1H-pyrrolo[2,3-b]pyridin-6-yl)amino)pyridin-3-yl)-1,4-azaphosphinane 4-oxide